C(CC(O)(C(=O)[O-])CC(=O)[O-])(=O)[O-].C(CC(O)(C(=O)[O-])CC(=O)[O-])(=O)[O-].[Fe+2].[Fe+2].[Fe+2] ferrous dicitrate